5-[(3S)-2-[1-(3-methyl-1,2,4-thiadiazol-5-yl)piperidine-4-carbonyl]isoxazolidin-3-yl]pyridine-3-carbonitrile CC1=NSC(=N1)N1CCC(CC1)C(=O)N1OCC[C@H]1C=1C=C(C=NC1)C#N